C(CCC)N1C(C2=C(C(=C1)C1=C(C=C(C=C1)C(C)(C)O)OC)C=CN2)=O 6-butyl-4-[4-(1-hydroxy-1-methyl-ethyl)-2-methoxy-phenyl]-1H-pyrrolo[2,3-c]pyridin-7-one